Tert-butyl 2-chloro-4-ethynyl-6-hydroxybenzylcarbamate ClC1=C(CNC(OC(C)(C)C)=O)C(=CC(=C1)C#C)O